C(C)(=O)N1CCC(CC1)C1CC(N(C1)C=1N=NC=C(C1)[C@](C1=CC=C(C=C1)C(C)C)(O)C1(CN(C1)C)C)=O 4-(1-Acetyl-piperidin-4-yl)-1-{5-[(R)-(1,3-dimethyl-azetidin-3-yl)-hydroxy-(4-isopropyl-phenyl)-methyl]-pyridazin-3-yl}-pyrrolidin-2-one